C(C)(=O)C=1C(=C(C(=C(C1O)C)O)CC=1C(=C(C2=C(C=CC(O2)(C)C)C1O)C(C=CC1=CC=CC=C1)=O)O)O 1-[6-[(3-acetyl-2,4,6-trihydroxy-5-methylphenyl)methyl]-5,7-dihydroxy-2,2-dimethyl-2H-1-benzopyran-8-yl]-3-phenyl-2-propen-1-one